2-allyl-2-methyl-1,3-cyclopentanedione C(C=C)C1(C(CCC1=O)=O)C